CC1=C(SC=C1)S(=O)(=O)N1N=C2C(=C1)CNC2 2-[(3-methyl-2-thienyl)sulfonyl]-5,6-dihydro-4H-pyrrolo[3,4-c]Pyrazole